C(CCC)(=O)O.C(CCC)(=O)O.C(CCC)(=O)O.N(CCO)(CCO)CCO Triethanolamine tributyrate